FC1=C(C=C(C=C1)CCN[C@@H]([C@H]1CNC2=C(N1)N=CC=C2)C2=CC=CC=C2)C(C(=O)O)(C)C 2-(2-fluoro-5-(2-(((R)-phenyl((R)-1,2,3,4-tetrahydropyrido[2,3-b]pyrazin-3-yl)methyl)amino)ethyl)phenyl)-2-methylpropanoic acid